O=C1N(C=CC(=C1)C1=CC=CC=C1)CC1CCN(CC1)C(=O)N1[C@@H](C[C@@H](CC1)NC(OC(C)(C)C)=O)C1=CC=CC=C1 tert-butyl ((2S,4R)-1-(4-((2-oxo-4-phenylpyridin-1(2H)-yl) methyl)piperidine-1-carbonyl)-2-phenylpiperidin-4-yl)carbamate